C(C)(C)(C)OC(=O)N1[C@@H](C=C(C=C1)OC1=C(C(=C(C=C1)I)Cl)Cl)C(=O)O (2S,4R)-1-(tert-butoxycarbonyl)-4-(2,3-dichloro-4-iodophenoxy)pyridine-2-carboxylic acid